ClC1=CC=C(C=N1)C(=O)NC1=CC=C(C=C1)C(\C=C\C1=CC=C(C=C1)N(C)CCO)=O 6-Chloro-N-[4-[(E)-3-[4-[2-hydroxyethyl-(methyl)amino]phenyl]prop-2-enoyl]phenyl]pyridine-3-carboxamide